(1S,3S)-N1-(7-fluoro-[1,2,4]Triazolo[1,5-a]pyridin-2-yl)-N3-(5-iodopyridin-2-yl)cyclopentane-1,3-diamine FC1=CC=2N(C=C1)N=C(N2)N[C@@H]2C[C@H](CC2)NC2=NC=C(C=C2)I